(2E,6Z)-2,6-nonadien-1-ol C(\C=C\CC\C=C/CC)O